ClC1=C(C=CC=C1)N1N=C(C2=C1SC(=C2)C(=O)NC2CCC(CC2)N2CC(C2)OC(F)F)C 1-(2-chlorophenyl)-N-((1r,4r)-4-(3-(difluoro-methoxy)azetidin-1-yl)-cyclohexyl)-3-methyl-1H-thieno[2,3-c]pyrazole-5-carboxamide